BrC1=CC(=C(C(=O)NC2=NC(=NC(=C2)C)C2CCC(CC2)(F)F)C=C1)N1CCC2(CC2)CC1 4-Bromo-N-(2-(4,4-difluorocyclohexyl)-6-methylpyrimidin-4-yl)-2-(6-azaspiro[2.5]octan-6-yl)benzamide